O[C@@H]1CC[C@@H](NC1)C(=O)OC Methyl (2R,5R)-5-hydroxypiperidine-2-carboxylate